1,2-dihydro-2-oxo-3,7-quinolinedicarboxylic acid O=C1NC2=CC(=CC=C2C=C1C(=O)O)C(=O)O